Tert-butyl (12aR)-10-chloro-9-(2-chloro-6-hydroxyphenyl)-8-fluoro-3,4,12,12a-tetrahydro-6H-pyrazino[2,1-c][1,4]benzoxazepine-2(1H)-carboxylate ClC1=C(C(=CC=2CN3[C@@H](COC21)CN(CC3)C(=O)OC(C)(C)C)F)C3=C(C=CC=C3O)Cl